6-chloro-4-(1-(isoquinolin-4-yl)-5-(trifluoromethyl)-1H-pyrazole-4-carboxamido)picolinic acid methyl ester COC(C1=NC(=CC(=C1)NC(=O)C=1C=NN(C1C(F)(F)F)C1=CN=CC2=CC=CC=C12)Cl)=O